CC([C@@H](C(=O)OCC1=CC=CC=C1)N1C([C@@H](CC1)NC(=O)C1[N@@](C1)C(C1=CC=CC=C1)(C1=CC=CC=C1)C1=CC=CC=C1)=O)C benzyl (S)-3-methyl-2-((R)-2-oxo-3-((R)-1-tritylaziridine-2-carboxamido)pyrrolidin-1-yl)butanoate